CN([C@H]1C(C[C@@H](CC1)NC=1N=CC2=C(N1)N(C(C(=C2)C2=CC(=C(C=C2)NS(=O)(=O)CCC(F)(F)F)F)=O)C(C)C)O)C N-(4-(2-(((1R,4R)-4-(dimethylamino)-3-hydroxycyclohexyl)amino)-8-isopropyl-7-oxo-7,8-dihydropyrido[2,3-d]pyrimidin-6-yl)-2-fluorophenyl)-3,3,3-trifluoropropane-1-sulfonamide